OCCOCCOCCN(C(=O)[C@@H]1CN(CCC1)C1=CN=CC2=CC=CC=C12)C=1C=CC(N(C1)CC(=O)OC)=O Methyl (S)-2-(5-(N-(2-(2-(2-hydroxyethoxy)ethoxy)ethyl)-1-(isoquinolin-4-yl)piperidine-3-carboxamido)-2-oxopyridin-1(2H)-yl)acetate